6-(3-methyl-[1,2,4]oxadiazol-5-yl)-pyridin-2-ol CC1=NOC(=N1)C1=CC=CC(=N1)O